2,2,2-trifluoro-N-(4-(hydroxy(2'-oxospiro[cyclopropane-1,3'-indolin]-5'-yl)methyl)-3,5-dimethylphenyl)acetamide FC(C(=O)NC1=CC(=C(C(=C1)C)C(C=1C=C2C3(C(NC2=CC1)=O)CC3)O)C)(F)F